The molecule is a sialotetraosylceramide consisting of a linear pentasaccharide made up from one sialyl residues, two galactose residues, one N-acetylglucosamine residue and a glucose residue at the reducing end attached to N-stearoylsphingosine via a beta-linkage. CCCCCCCCCCCCCCCCCC(=O)N[C@@H](CO[C@H]1[C@@H]([C@H]([C@@H]([C@H](O1)CO)O[C@H]2[C@@H]([C@H]([C@H]([C@H](O2)CO)O[C@H]3[C@@H]([C@H]([C@H]([C@H](O3)CO)O)O[C@H]4[C@@H]([C@H]([C@H]([C@H](O4)CO)O)O[C@@]5(C[C@@H]([C@H]([C@@H](O5)[C@@H]([C@@H](CO)O)O)NC(=O)C)O)C(=O)O)O)NC(=O)C)O)O)O)O)[C@@H](/C=C/CCCCCCCCCCCCC)O